FCCCN1C[C@@H](CC1)OC=1C(=C(C=CC1)C1=C(CCCC2=C1C=CC(=C2)C(=O)O)C2=CC=CC=C2)C (R)-9-(3-((1-(3-fluoropropyl)pyrrolidin-3-yl)oxy)-2-methylphenyl)-8-phenyl-6,7-dihydro-5H-benzo[7]annulene-3-carboxylic acid